[Cl-].[Cl-].C(C)O[Ti+2] ethoxytitanium dichloride